FC[C@H](OC1=C(C=C(C(=C1)F)Br)CC=O)CO 2-[(R)-1-(fluoromethyl)-2-hydroxyethoxyl-5-bromo-4-fluorophenyl]-1-ethanone